IC(CCC1C(C=CC=C1C)(C)O)C 3-iodobutyl-3-xylenol